C(C)C1=CC2=C(NC3=CC=CC=C23)C(=N1)C Ethyl-1-Methyl-9H-pyrido[3,4-b]indole